6-[(2Z)-3,7-dimethyl-5-oxoocta-2,6-dienyl]-7-hydroxy-5-methoxy-2-(2-phenylethyl)-3H-isoindol-1-one C/C(=C/CC1=C(C=C2CN(C(C2=C1O)=O)CCC1=CC=CC=C1)OC)/CC(C=C(C)C)=O